C1(=CC=CC=C1)C1CC=2C(=C3CCCOC3=CC2)OC1 3-phenyl-2,3,4,8,9,10-hexahydropyrano[2,3-f]chromene